ClC1=C(C=C(N=N1)N(C=1SC(=C(N1)C(=O)OCC)CCCCl)C)C ethyl 2-[(6-chloro-5-methyl-pyridazin-3-yl)-methyl-amino]-5-(3-chloropropyl)thiazole-4-carboxylate